iridium tantalum tin [Sn].[Ta].[Ir]